N-(4-(tributylstannyl)pyrimidin-2-yl)-5,6-dihydro-4H-pyrrolo[1,2-b]pyrazol-3-amine C(CCC)[Sn](C1=NC(=NC=C1)NC1=C2N(N=C1)CCC2)(CCCC)CCCC